OC[C@H](C[C@H]1C(NCC1)=O)NC([C@H](CC1=CC=CC=C1)NC(O[C@H](C(F)(F)C1=CC(=CC=C1)Cl)C1=CC=CC=C1)=O)=O (S)-2-(3-chlorophenyl)-2,2-difluoro-1-phenylethyl ((S)-1-(((S)-1-hydroxy-3-((S)-2-oxopyrrolidin-3-yl)propan-2-yl)amino)-1-oxo-3-phenylpropan-2-yl)carbamate